ONC(C1=CC=C(C=C1)COC1=C(OC2=C(C1=O)C=CC=C2)C=2SC=CC2)=O N-hydroxy-4-(((4-oxo-2-(thiophen-2-yl)4H-benzopyran-3-yl)oxy)methyl)benzamide